BrC1=CC2=CN(N=C2C=C1OC)[C@H]1[C@@H](CC(CC1)=O)C |r| rac-(3r,4r)-4-(5-bromo-6-methoxy-2H-indazol-2-yl)-3-methylcyclohexane-1-one